(E)-3-(2-(4-((3,4-dimethoxyphenyl)sulfonyl)piperazin-1-yl)phenyl)-N-hydroxyacrylamide COC=1C=C(C=CC1OC)S(=O)(=O)N1CCN(CC1)C1=C(C=CC=C1)/C=C/C(=O)NO